5-amino-1-((1s,3s)-3-hydroxy-3-methylcyclobutyl)-3-(4-methoxy-2-phenylquinolin-7-yl)-1H-pyrazole-4-carbonitrile NC1=C(C(=NN1C1CC(C1)(C)O)C1=CC=C2C(=CC(=NC2=C1)C1=CC=CC=C1)OC)C#N